methyl 2-[3-(2-tert-butoxy-2-oxo-ethyl)-5-fluoro-2-methoxy-phenyl]-2-methyl-propanoate C(C)(C)(C)OC(CC=1C(=C(C=C(C1)F)C(C(=O)OC)(C)C)OC)=O